methyl 1-m-methoxybenzyl-4-phenyl-1,4-dihydropyridine-3,5-dicarboxylate COC=1C=C(CN2C=C(C(C(=C2)C(=O)[O-])C2=CC=CC=C2)C(=O)OC)C=CC1